FC(OC1=CC=C(C(=O)N[C@H](CO)CCOC(F)(F)F)C=C1)F 4-(difluoromethoxy)-N-[(2S)-1-hydroxy-4-(trifluoromethoxy)butan-2-yl]benzamide